6-(difluoromethyl)-3-(6-(8-(methylsulfonyl)-3,8-diazabicyclo[4.2.0]oct-3-yl)pyrimidin-4-yl)imidazo[1,2-b]pyridazin FC(C=1C=CC=2N(N1)C(=CN2)C2=NC=NC(=C2)N2CC1N(CC1CC2)S(=O)(=O)C)F